C(C)(C)(C)OC(=O)N(C(=O)C=1C(=C2C(=NC1)N(C(=C2)C2=CC=NN2C2OCCCC2)C(=O)OC(C)(C)C)C#C[Si](C(C)C)(C(C)C)C(C)C)C(=O)OC(C)(C)C tert-butyl 5-(bis(tert-butoxycarbonyl)carbamoyl)-2-(1-(tetrahydro-2H-pyran-2-yl)-1H-pyrazol-5-yl)-4-((triisopropylsilyl)ethynyl)-1H-pyrrolo[2,3-b]pyridine-1-carboxylate